BrC=1C=C2C(=C(N1)OCC1=C(C=C(C=C1)Cl)F)NC=C2 5-bromo-7-((4-chloro-2-fluorobenzyl)oxy)-1h-pyrrolo[2,3-c]Pyridine